Geranyl-geranyl monophosphate P(=O)(OC\C=C(/C)\CC\C=C(\CC\C=C(/C)\CCC=C(C)C)/C)([O-])[O-]